[Si](C)(C)(C(C)(C)C)OCCCN1C(=CC2=CC=CC=C12)C(=O)OCC ethyl 1-(3-((tert-butyldimethylsilyl) oxy) propyl)-1H-indole-2-carboxylate